cesium-lead bromide sodium sulfite S(=O)([O-])[O-].[Na+].[Pb](Br)Br.[Cs+]